2,4-Dihydro-3H-1,2,4-Triazol-3-One N=1NC(NC1)=O